N1=CC(=CC=C1)C1=NC(=CC(=N1)N1CCC2(CCN(CC2)C(=O)OC(C)(C)C)CC1)NC1=NC=CC(=C1)OC(F)(F)F Tert-butyl 9-(2-(pyridin-3-yl)-6-((4-(trifluoromethoxy) pyridin-2-yl) amino) pyrimidin-4-yl)-3,9-diazaspiro[5.5]undecane-3-carboxylate